Cl.CN1C[C@@H](CC1)OC1=CC=C2CCNCC2=C1 (R)-7-((1-Methylpyrrolidin-3-yl)oxy)-1,2,3,4-tetrahydroisoquinoline hydrochloride